C1(CC1)CN1C(=CC=2C1=NC(=CC2)OC)C2=NC1=C(N2C)C=CC(=C1)C(=O)N1C[C@@H](CCC1)N (3R)-1-{2-[1-(cyclopropylmethyl)-6-methoxy-1H-pyrrolo[2,3-b]pyridin-2-yl]-1-methyl-1H-1,3-benzodiazole-5-carbonyl}piperidin-3-amine